C(CCCCCCCCCCCCC)N1C(=C(C(C2=C(C=C(C=C12)OC(=O)C(C)(C)C)OC(=O)C(C)(C)C)=O)OC(=O)C(C)(C)C)C1=CC=C(C=C1)OC(=O)C(C)(C)C N-tetradecyl-2-(4-t-butylcarbonyloxy-phenyl)-3,5,7-tri-t-butylcarbonyloxy-quinolin-4-one